[Cl-].FC(C12CC(C1)(C2)[Zn+])(F)F (3-(trifluoromethyl)bicyclo[1.1.1]Pentan-1-yl)zinc (II) chloride